ClC1=C2C(=NC=C1OC=1C=NN3C1C=NC(=C3)NC)N=C(N2C)NC=2C(N(C=C(C2)C(F)(F)F)C2CC2)=O 3-((7-chloro-1-methyl-6-((6-(methylamino)pyrazolo[1,5-a]pyrazin-3-yl)oxy)-1H-imidazo[4,5-b]pyridin-2-yl)amino)-1-cyclopropyl-5-(trifluoromethyl)pyridin-2(1H)-one